C(\C=C\C)N1C=C(C(=C(C1=O)C)C)C1=CC(=C(C=O)C(=C1)OC)OC 4-[1-[(E)-but-2-enyl]-4,5-dimethyl-6-oxo-3-pyridinyl]-2,6-dimethoxy-benzaldehyde